OC1C([C@H](N(C1)C(=O)OC(C)(C)C)C(=O)OC)CCCB1OC(C(O1)(C)C)(C)C 1-(tert-butyl) 2-methyl (2S)-4-hydroxy-3-(3-(4,4,5,5-tetramethyl-1,3,2-dioxaborolan-2-yl)propyl)pyrrolidine-1,2-dicarboxylate